2,3,5,6-tetrachloronitrobenzene ClC1=C(C(=C(C=C1Cl)Cl)Cl)[N+](=O)[O-]